5-((4-aminobenzyl)amino)-N-(4-methoxyphenyl)benzofuran-2-carboxamide NC1=CC=C(CNC=2C=CC3=C(C=C(O3)C(=O)NC3=CC=C(C=C3)OC)C2)C=C1